(N-[4-amino-5-[6-(difluoromethoxy)pyridine-3-carbonyl]thiazol-2-yl]-3,4-difluoro-anilino)propanamide NC=1N=C(SC1C(=O)C=1C=NC(=CC1)OC(F)F)N(C1=CC(=C(C=C1)F)F)C(C(=O)N)C